ON\C(=N/[H])\C(=O)OCC ethyl [(Z)-N-hydroxycarbamimidoyl]formate